3-(cyclopropoxymethyl)tetrahydro-1H-pyrrolizin C1(CC1)OCC1CCC2=CCCN12